1-(3-Nitrophenyl)propan-2-one [N+](=O)([O-])C=1C=C(C=CC1)CC(C)=O